phenoxyl-pyridazine O(C1=CC=CC=C1)C=1N=NC=CC1